(R,E)-N-(6-(3-((5-chloro-4-methoxypyrimidin-2-yl)amino)pyrrolidine-1-carbonyl)pyridin-3-yl)-4-morpholinobut-2-enamide ClC=1C(=NC(=NC1)N[C@H]1CN(CC1)C(=O)C1=CC=C(C=N1)NC(\C=C\CN1CCOCC1)=O)OC